ClC1=NC(=NC(=C1C)N1C[C@@H]([C@@H](CC1)OC1=CC2=C(N=C(O2)C)C=C1)F)CO (4-chloro-6-((3S,4R)-3-fluoro-4-((2-methylbenzo[d]oxazol-6-yl)oxy)piperidin-1-yl)-5-methylpyrimidin-2-yl)methanol